C(C)[C@H]1N(C[C@@H](N(C1)C1=CC(N(C=2C=CC(=NC12)C#N)C)=O)C)C(C)C1=C(C=C(C=C1)OC(F)(F)F)F 8-[(2s,5r)-5-ethyl-4-{1-[2-fluoro-4-(trifluoromethoxy)phenyl]ethyl}-2-methylpiperazin-1-yl]-5-methyl-6-oxo-5,6-dihydro-1,5-naphthyridine-2-carbonitrile